OC1=C(C(=NC=C1C1=NC=CC=C1)C)C(=O)N 4-hydroxy-2-methyl-5-pyridin-2-ylpyridine-3-carboxamide